isopropyl trans-N-[4-[5-[2-(ethylsulfamoyl)-4-[(pyridin-4-yl)amino]phenyl]thiazol-2-yl]cyclohexyl]carbamate C(C)NS(=O)(=O)C1=C(C=CC(=C1)NC1=CC=NC=C1)C1=CN=C(S1)[C@@H]1CC[C@H](CC1)NC(OC(C)C)=O